butyl 4-chloro-5-((3-fluorophenyl)(hydroxy)methyl)thiazol-2-ylcarbamate ClC=1N=C(SC1C(O)C1=CC(=CC=C1)F)NC(OCCCC)=O